C(#N)C1=CN=C(S1)N[C@H]1CN(CCC1)C1=NC2=C(N1C)C=CC(=C2)NC(C=C)=O (R)-N-(2-(3-((5-Cyanothiazol-2-yl)amino)piperidin-1-yl)-1-methyl-1H-benzo[d]imidazol-5-yl)acrylamide